(4S,9aR)-4-methyl-2-(1-methyl-2-oxo-1,8-naphthyridin-4-yl)-N-(3,4,5-trifluorophenyl)-3,4,6,7,9,9a-hexahydro-1H-pyrazino[1,2-a]pyrazine-8-carboxamide C[C@H]1CN(C[C@H]2N1CCN(C2)C(=O)NC2=CC(=C(C(=C2)F)F)F)C2=CC(N(C1=NC=CC=C21)C)=O